4-(8,9,10,11-tetrahydro-3H-pyrazolo[4,3-a]phenanthridin-7-yl)benzonitrile C1=NNC=2C1=C1C=3CCCCC3C(=NC1=CC2)C2=CC=C(C#N)C=C2